ClC=1C=C(C=CC1Cl)C=1N=C(NC1)C1=NC=CN=C1 4-(3,4-dichlorophenyl)-2-pyrazinylimidazole